C(C)OC(C(C(=O)NC(C1=CC=C(C=C1)Cl)C1=CC=C(C=C1)Cl)(NC(=O)N)C)=O 3-((bis(4-chlorophenyl)methyl)amino)-2-methyl-3-oxo-2-ureidopropionic acid ethyl ester